C(#N)C(C)(C)C1=NN=C(O1)C1=CC2=C(C(CC(C(N2CC=2C=NC(=CC2)C2=CC=C(C=C2)C(F)(F)F)=O)NC(OC(C)(C)C)=O)(F)F)C=C1F tert-butyl N-[8-[5-(1-cyano-1-methyl-ethyl)-1,3,4-oxadiazol-2-yl]-5,5,7-trifluoro-2-oxo-1-[[6-[4-(trifluoromethyl)phenyl]-3-pyridyl]methyl]-3,4-dihydro-1-benzazepin-3-yl]carbamate